FC1(CC1)C1=NN2C(C=3C=NN=C(C3C(C2)C)C(C)=O)=C1 1-[9-(1-fluorocyclopropyl)-5-methyl-5,6-dihydropyrazolo[1',5':1,2]pyrido[3,4-d]pyridazine-4-yl]ethane-1-one